[2-(3-fluorophenyl)pyrrolidin-1-yl]-4-[(3R)-3-methylmorpholin-4-yl]-1H-pyridin-2-one FC=1C=C(C=CC1)C1N(CCC1)N1C(C=C(C=C1)N1[C@@H](COCC1)C)=O